Cl.Cl.Cl.OCCN1CCN(CC1)CCS(=O)(=O)O 4-hydroxyethylpiperazineethanesulfonic acid, trishydrochloride